C(CCC)P(C12CC3CC(CC(C1)C3)C2)CCCC.[Pd+2] palladium(II) [bis(butyl)(1-adamantyl)phosphine]